6,8-difluoro-7-(3-(methoxymethoxy)naphthalen-1-yl)quinazoline-2,4-diol FC=1C=C2C(=NC(=NC2=C(C1C1=CC(=CC2=CC=CC=C12)OCOC)F)O)O